N1=C(C=CC=C1)[C@]1(CNCCO1)[2H] (R)-2-(pyridin-2-yl)morpholine-2-d